FC=1C(N(C=2C=CC(=NC2C1N1[C@H](CN([C@@H](C1)C)C(C1=CC=C(C=C1)C(F)(F)F)C1=CC=C(C=C1)F)C)C#N)C)=O 7-fluoro-8-((2s,5r)-4-((4-fluorophenyl)(4-(trifluoromethyl)phenyl)methyl)-2,5-dimethylpiperazin-1-yl)-5-methyl-6-oxo-5,6-dihydro-1,5-naphthyridine-2-carbonitrile